C(C1=CC=CC=C1)N(C=NC=1NC(C=2N=CNC2N1)Cl)CC1=CC=CC=C1 N,N-dibenzyl-N'-(6-chloro-6,9-dihydro-1H-purin-2-yl)formamidine